2-(2'-thiophenylethylidene)-4,6-bis(trichloromethyl)-s-triazine S1C(=CC=C1)CC=C1NC(=NC(=N1)C(Cl)(Cl)Cl)C(Cl)(Cl)Cl